2,3-diphenylpyridine C1(=CC=CC=C1)C1=NC=CC=C1C1=CC=CC=C1